4-[6-[[4-[(3R,5R)-5-[(5-bromo-1-methyl-6-oxo-pyridazin-4-yl)amino]-1-methyl-3-piperidyl]phenyl]methyl]-2,6-diazaspiro[3.3]heptan-2-yl]-2-(2,6-dioxo-3-piperidyl)isoindoline-1,3-dione BrC1=C(C=NN(C1=O)C)N[C@@H]1C[C@@H](CN(C1)C)C1=CC=C(C=C1)CN1CC2(CN(C2)C2=C3C(N(C(C3=CC=C2)=O)C2C(NC(CC2)=O)=O)=O)C1